2-(4-Nitrophenyl)butanoic acid [N+](=O)([O-])C1=CC=C(C=C1)C(C(=O)O)CC